1-amino-2-(1-(2-cyano-3-cyclopropyl-propenoyl)piperidin-2-yl)-4-(4-(pyridin-2-ylcarbamoyl)phenyl)-1H-imidazole-5-carboxamide NN1C(=NC(=C1C(=O)N)C1=CC=C(C=C1)C(NC1=NC=CC=C1)=O)C1N(CCCC1)C(C(=CC1CC1)C#N)=O